FC1=C(C(=O)SN=C=O)C(=CC=C1)F 2,6-difluorobenzoyl-thioisocyanate